ClC1=C(C=CC(=C1)CO)NC(=O)[C@H](C)NC(OC(C)(C)C)=O Tert-butyl N-[(1S)-1-{[2-chloro-4-(hydroxymethyl)phenyl]carbamoyl}ethyl]carbamate